4-(p-fluorophenyl)sulfonyloxytetrahydrothiophene-1,1-dioxide FC1=CC=C(C=C1)S(=O)(=O)OC1CCS(C1)(=O)=O